COC(=O)C1(CC1)C1=NC(=CC=C1Br)Cl (3-bromo-6-chloropyridin-2-yl)cyclopropane-1-carboxylic acid methyl ester